(1S,2S)-2-[5-(2'-trifluoromethyl-biphenyl-3-ylmethoxy)-pyrazin-2-yl]-cyclopropanecarboxylic acid FC(C1=C(C=CC=C1)C1=CC(=CC=C1)COC=1N=CC(=NC1)[C@@H]1[C@H](C1)C(=O)O)(F)F